C(CN(CC(=O)O)CC(=O)O)N(CC(=O)O)CC(=O)O.[Fe+3].[K+] POTASSIUM IRON(III) ETHYLENEDIAMINETETRAACETIC ACID